6-fluoro-7-(8-methyl-2,3-dihydro-1H-pyrido[2,3-b][1,4]oxazin-7-yl)-N~2~-(2,3,4,5-tetrahydro-1H-2-benzazepin-8-yl)quinazoline-2,5-diamine FC1=C(C=2C=NC(=NC2C=C1C1=C(C2=C(OCCN2)N=C1)C)NC1=CC2=C(CCCNC2)C=C1)N